4-(2-Aminoethyl)benzoylsulfonyl fluoride hydrochloride Cl.NCCC1=CC=C(C(=O)S(=O)(=O)F)C=C1